4-(7-Bromo-2,6-dichloro-8-fluoroquinazolin-4-yl)piperazine-1-carboxylic acid tert-butyl ester C(C)(C)(C)OC(=O)N1CCN(CC1)C1=NC(=NC2=C(C(=C(C=C12)Cl)Br)F)Cl